(S)-2-Amino-N-(2,3-dihydroxyphenethyl)-3-hydroxy-propanamide N[C@H](C(=O)NCCC1=C(C(=CC=C1)O)O)CO